ClC=1C=C(C=CC1N1N=CC(=C1)CO)NC(=O)C=1C=NN(C1C(F)(F)F)C1=C2C=CC=NC2=CC=C1 N-(3-Chloro-4-(4-(hydroxymethyl)-1H-pyrazol-1-yl)phenyl)-1-(chinolin-5-yl)-5-(trifluoromethyl)-1H-pyrazol-4-carboxamid